C(C=C)C=1C=C(C=CC1C#N)C(C)(C)C1=CC(=C(C=C1)C#N)CC=C 2,2-bis(3-(2-propenyl)-4-cyanophenyl)propane